C(CCC)N1C=2C=C3C(=CC2C(C=2C=CC(=CC12)C(F)(F)F)=O)N(C1=CC(=CC=C1C3=O)C(F)(F)F)CCCC 5,12-dibutyl-3,10-bis(trifluoromethyl)quinolino[2,3-b]acridine-7,14(5H,12H)dione